C1(CCCC1)N(C1=NC2=CC=CC=C2C(N1NC(CC1=CC(=CC(=C1)F)F)=O)=O)C N-[2-(Cyclopentyl-methyl-amino)-4-oxo-4H-quinazolin-3-yl]-2-(3,5-difluoro-phenyl)-acetamide